N7-(6-fluorochroman-3-yl)-2-(methoxymethyl)pyrazolo[1,5-a]pyrimidine-3,7-dicarboxamide FC=1C=C2CC(COC2=CC1)NC(=O)C1=CC=NC=2N1N=C(C2C(=O)N)COC